CC1=C(C=C(O1)C(=O)NC1=NC(=NS1)CC(C)N1CCOCC1)C1=CC(=CC=C1)OC 5-methyl-N-(3-(2-morpholinopropyl)-1,2,4-thiadiazol-5-yl)-4-(3-methoxyphenyl)furan-2-carboxamide